C(C)(=O)OC=1C(=NC=CC1OC)C(N[C@H](C(=O)NC(=C(C1=CC=C(C=C1)Cl)C1=CC=C(C=C1)Cl)C)CC(C)C)=O (S)-2-((1-((1,1-bis(4-chlorophenyl)prop-1-en-2-yl)amino)-4-methyl-1-oxopentan-2-yl)carbamoyl)-4-methoxypyridin-3-yl acetate